3,4-diamino-5-bromopyridine NC=1C=NC=C(C1N)Br